(Z)-1-((2-((hydroxyimino)methyl)-5-methyl-1-tosyl-1H-indol-7-yl)sulfonyl)-N-(1-methyl-2-oxo-1,2-dihydropyridin-4-yl)azetidine-2-carboxamide O\N=C/C=1N(C2=C(C=C(C=C2C1)C)S(=O)(=O)N1C(CC1)C(=O)NC1=CC(N(C=C1)C)=O)S(=O)(=O)C1=CC=C(C)C=C1